6-(3-Hydroxy-2-methoxybenzylamino)-9-β-D-arabinofuranosylpurin OC=1C(=C(CNC2=C3N=CN(C3=NC=N2)[C@H]2[C@@H](O)[C@H](O)[C@H](O2)CO)C=CC1)OC